N-[(3,5-dimethylpiperazin-1-yl)(imino)methyl]benzamide CC1CN(CC(N1)C)C(NC(C1=CC=CC=C1)=O)=N